[N+](=O)([O-])C1=CC=C(C=C1)NNC(CCC(=O)O)=O 4-[2-(4-nitrophenyl)hydrazinyl]-4-oxobutanoic acid